ClC1=CC=C(C=C1)C(C1=CC=C(C=C1)C)C1=CC=C(C=C1)Cl 1-[Bis(4-chlorophenyl)methyl]-4-methylbenzene